CC1=C(C=CC=C1)C=1C(=C(C=CC1)C1=C(C=NC=C1)CNC(=O)N)S(=O)(=O)N1CCNCC1 4-(2-methylphenyl-(piperazine-1-sulfonyl)phenyl)-1-(pyridin-3-ylmethyl)urea